ClC=1C=C(C=CC1OCC=1C(=C(C=CC1)C1=CC=CC=C1)C)/C=C(/C(=O)NC(C(=O)O)C)\C#N (E)-2-(3-(3-chloro-4-((2-methyl-[1,1'-biphenyl]-3-yl)methoxy)phenyl)-2-cyanoacrylamido)propionic acid